diisooctyl adipate (di-i-octyl adipate) C(CCCCC(C)C)C(C(=O)O)(CCCC(=O)O)CCCCCC(C)C.C(CCCCC(=O)OCCCCCC(C)C)(=O)OCCCCCC(C)C